ClC=1C=CC2=C(N=C(S2)C2CN(C2)C(=O)OC(C)(C)C)C1 tert-butyl 3-(5-chlorobenzo[d]thiazol-2-yl)Azetidine-1-carboxylate